5-(8-(3,3-difluoro-4-(2,2,2-trifluoroethoxy)pyrrolidin-1-yl)imidazo[1,2-b]pyridazin-6-yl)pyrimidine-2,4(1H,3H)-dione FC1(CN(CC1OCC(F)(F)F)C=1C=2N(N=C(C1)C=1C(NC(NC1)=O)=O)C=CN2)F